C(C)(C)OC=1C=CC(=NC1)OC1C[C@H](N(C[C@H]1C)C1=CC(N(C=2C=CC(=NC12)C#N)C)=O)C 8-((2r,5r)-4-((5-isopropoxypyridin-2-yl)oxy)-2,5-dimethylpiperidin-1-yl)-5-methyl-6-oxo-5,6-dihydro-1,5-naphthyridine-2-carbonitrile